manganese (II) bis-pivalate C(C(C)(C)C)(=O)[O-].C(C(C)(C)C)(=O)[O-].[Mn+2]